11-amino-3-cyclopropyl-7-isopropyl-4-methyl-4,5,6,7-tetrahydroisoxazolo[4'',3'':6',7']cyclohepta[1',2':4,5]pyrrolo[2,3-d]pyrimidin-4-ol NC=1C2=C(N=CN1)N(C1=C2C=2C(C(CC1)(O)C)=C(ON2)C2CC2)C(C)C